lithium tin arsenic sulfur [S].[As].[Sn].[Li]